2-(4-((8-methoxy-4-(o-tolyl)-2,3-dihydrobenzo[b]oxepin-5-yl)methyl)phenyl)ethan-1-ol COC=1C=CC2=C(OCCC(=C2CC2=CC=C(C=C2)CCO)C2=C(C=CC=C2)C)C1